N-((4,4-difluorocyclohexyl)(5-((2-oxo-4-(trifluoromethyl)imidazolidin-1-yl)methyl)benzo[d]oxazol-2-yl)methyl)-1-methyl-1H-tetrazole-5-carboxamide FC1(CCC(CC1)C(NC(=O)C1=NN=NN1C)C=1OC2=C(N1)C=C(C=C2)CN2C(NC(C2)C(F)(F)F)=O)F